CC1[N@@](C1)P(OCC)(OCC)=O R-diethyl (2-methylaziridin-1-yl)phosphonate